(2R,3R,4S,5R,6R)-4-(4-(2,3-difluoro-4-methylphenyl)-1H-1,2,3-triazol-1-yl)-2-(hydroxymethyl)-5-methoxy-6-((3-(1-methylcyclopropyl)isoxazol-5-yl)methyl)tetrahydro-2H-pyran-3-ol FC1=C(C=CC(=C1F)C)C=1N=NN(C1)[C@H]1[C@H]([C@H](O[C@@H]([C@@H]1OC)CC1=CC(=NO1)C1(CC1)C)CO)O